N[C@H]1CN(C[C@@H](C1)F)C(=O)C=1C=C(C=2N(C1)N=C(C2C)C=2N(C1=CC(=CC=C1C2)C2=CC=C1CNC(C1=C2)=O)CC2CC2)OC 6-(2-(6-((3R,5R)-3-Amino-5-fluoropiperidine-1-carbonyl)-4-methoxy-3-methylpyrazolo[1,5-a]pyridin-2-yl)-1-(cyclopropylmethyl)-1H-indol-6-yl)isoindolin-1-one